(9-bromo-8-methoxy-1-propyl-5,6-dihydropyrrolo[2,1-a]isoquinolin-3-yl)-[(2R)-2-[(1R)-1-hydroxyethyl]-2-methyl-pyrrolidin-1-yl]methanone BrC1=C(C=C2CCN3C(C2=C1)=C(C=C3C(=O)N3[C@@](CCC3)(C)[C@@H](C)O)CCC)OC